2-chloro-N-(3,4-dimethoxybenzyl)acetamide COC1=C(C=C(C=C1)CNC(=O)CCl)OC